N1N=CC=2C1=CN=C(C2)N 1H-pyrazolo[3,4-c]pyridin-5-amine